N-cyclopropyl-2-(difluoromethoxy)-6-methoxy-4-[7-[1-(morpholinomethyl)cyclopropyl]imidazo[1,2-a]pyridin-3-yl]benzamide C1(CC1)NC(C1=C(C=C(C=C1OC)C1=CN=C2N1C=CC(=C2)C2(CC2)CN2CCOCC2)OC(F)F)=O